C(C)(C)(C)C1=C(C=CC(=C1)C(C)(C)C)OP(OC1=C(C=C(C=C1)C(C)(C)C)C(C)(C)C)Cl.COC1=CC2=C(N(C(O2)=O)CCNC(\C=C\C=2OC(=CC2)C)=O)C=C1 (E)-N-(2-(6-methoxy-2-oxo-2,3-dihydro-1,3-benzooxazol-3-yl)ethyl)-3-(5-methyl-2-furanyl)acrylamide di[2,4-di-tert-butylphenyl]chlorophosphite